4-amino-N-cyclobutyl-N-(5-(trifluoromethyl)-2,3-dihydro-1H-inden-1-yl)-[1,2,3]triazolo[1,5-a]quinoxaline-8-carboxamide NC=1C=2N(C3=CC(=CC=C3N1)C(=O)N(C1CCC3=CC(=CC=C13)C(F)(F)F)C1CCC1)N=NC2